methyl (3R)-1-methyl-5-oxo-pyrrolidine-3-carboxylate CN1C[C@@H](CC1=O)C(=O)OC